C(C)C(C(=O)O)CC.C(C)(=O)OCC ethyl acetate (ethyl butyrate)